FCS(=O)(=O)C1=NC=CC=C1 2-[(fluoromethyl)sulfonyl]pyridine